(S)-6-isopropyl-N-((S)-1-(5-(2-methylquinolin-6-yl)-1H-imidazol-2-yl)-7-oxononyl)-6-azaspiro[2.5]octane-1-carboxamide C(C)(C)N1CCC2(C[C@@H]2C(=O)N[C@@H](CCCCCC(CC)=O)C=2NC(=CN2)C=2C=C3C=CC(=NC3=CC2)C)CC1